2-(6-fluoro-1-methyl-1H-indol-4-yl)-7-(fluoromethoxy)-6-methoxy-4-(morpholine-4-carbonyl)isoquinolin-1(2H)-one FC1=CC(=C2C=CN(C2=C1)C)N1C(C2=CC(=C(C=C2C(=C1)C(=O)N1CCOCC1)OC)OCF)=O